CS1C(=NC(=C1NC(=O)OC(C)(C)C)C(=O)OCCO[C@H]1[C@@](CN(CC1)C1=NC=CC(=N1)N)(C)F)C1CCOCC1 2-((3S,4R)-1-(4-aminopyrimidin-2-yl)-3-fluoro-3-methylpiperidin-4-yloxy)ethanol methyl-5-((tert-butoxycarbonyl)amino)-2-(tetrahydro-2H-pyran-4-yl)thiazole-4-carboxylate